C(C)(C)(C)OC(=O)N[C@H](C(=O)OC)CC1CCNCC1 methyl (S)-2-((tert-butoxycarbonyl)amino)-3-(piperidin-4-yl)propanoate